(3,5-dimethoxyphenyl)-4-(3-bromobenzoyl)piperazine-2,5-dione COC=1C=C(C=C(C1)OC)N1C(CN(C(C1)=O)C(C1=CC(=CC=C1)Br)=O)=O